O1C=NC2=C1C=CC=C2NC(=O)[C@@H]2CNC[C@H]2C2=CC=CC=C2 |r| (±)-trans-N-(1,3-benzoxazol-4-yl)-4-phenylpyrrolidine-3-carboxamide